methyl 5-(4-(((tert-butyldimethylsilyl)oxy)methyl)-3-fluoro-2-nitrophenyl)-3,4-dihydro-2H-pyran-6-carboxylate [Si](C)(C)(C(C)(C)C)OCC1=C(C(=C(C=C1)C=1CCCOC1C(=O)OC)[N+](=O)[O-])F